(1-([1,1'-biphenyl]-4-yl)-3-oxopropane-2-yl)carbamic acid tert-butyl ester C(C)(C)(C)OC(NC(CC1=CC=C(C=C1)C1=CC=CC=C1)C=O)=O